BrC=1C=NN2C1N=C(C(=C2)OC)OC[C@@H]2C[C@H](C(N2C)=O)OC (3R,5S)-5-(((3-bromo-6-methoxypyrazolo[1,5-a]pyrimidin-5-yl)oxy)methyl)-3-methoxy-1-methylpyrrolidin-2-one